CN1CCN(CC1)C=1C=CC2=C(NC(=N2)C2=CC=C(ONCCC)C=C2)C1 4-(6-(4-methyl-1-piperazinyl)-1H-benzimidazol-2-yl)-phenoxy-propylamine